(6-methoxyhexyl)-1H-pyrazol-4-amine COCCCCCCN1N=CC(=C1)N